C(CCC)C1=CC(=NC=C1)C1=NC=CC(=C1)CCC[N+](C)(C)C 4-butyl-4'-trimethylammoniopropyl-bipyridine